C(C)OC(C(F)(F)C1=C(C(=CC=C1)Br)F)=O (3-bromo-2-fluorophenyl)-2,2-difluoroacetic acid ethyl ester